O=C1C=2CC=CNC2CCC1 5-oxo-1,4,5,6,7,8-hexahydroquinoline